ClC1=C(C(=NC=C1)CC(=O)OC(C)(C)C)F tert-butyl 2-(4-chloro-3-fluoropyridin-2-yl)acetate